manganese (II) diformate C(=O)[O-].C(=O)[O-].[Mn+2]